COC=1N=C2C(=CC=NC2=CC1OC)OC1=C(C=C(C=C1)NC(=O)C1=CN(C(=C(C1=O)C1=CC=C(C=C1)OC)C)C(C)C)F N-[4-[(6,7-dimethoxy-1,5-naphthyridin-4-yl)oxy]-3-fluorophenyl]-5-(4-methoxyphenyl)-6-methyl-4-oxo-1-propan-2-ylpyridine-3-carboxamide